C(C)(C)(C)C1=CC=CC(=N1)CC1CC2(CN(C2)C(=O)C2CC(C2)(C)O)C1 (6-((6-(tert-Butyl)pyridin-2-yl)methyl)-2-azaspiro[3.3]heptan-2-yl)((1s,3s)-3-hydroxy-3-methylcyclobutyl)methanone